(1,3-Dimethyl-azetidin-3-yl)-(4-isopropyl-phenyl)-[3-(3-methyl-isoxazol-5-yl)-phenyl]-methanol CN1CC(C1)(C)C(O)(C1=CC(=CC=C1)C1=CC(=NO1)C)C1=CC=C(C=C1)C(C)C